5-chloro-N-(3-(8-ethyl-2-((1-isopropylpiperidin-4-yl)amino)quinazolin-6-yl)-2,4-difluorophenyl)-3-hydroxy-2,3-dihydrobenzofuran-7-sulfonamide ClC=1C=C(C2=C(C(CO2)O)C1)S(=O)(=O)NC1=C(C(=C(C=C1)F)C=1C=C2C=NC(=NC2=C(C1)CC)NC1CCN(CC1)C(C)C)F